(E)-4-(5-isopropoxy-6-methoxybenzo[b]thiophen-2-yl)-2-methyl-4-oxobut-2-enoic acid methyl ester COC(\C(=C\C(=O)C1=CC2=C(S1)C=C(C(=C2)OC(C)C)OC)\C)=O